CC=1C=C(C=NC1)C1=CC=C(C(=O)OCC)C=C1 Ethyl 4-(5-methylpyridin-3-yl)benzoate